5-phenyloxazole-4-carboxylic acid ethyl ester C(C)OC(=O)C=1N=COC1C1=CC=CC=C1